C(C=C)(=O)O.P(=O)(OCCOC(C=C)=O)(OC1=CC=CC=C1)OC1=CC=CC=C1 acryloxyethyl diphenyl phosphate acrylate